Cl.S1C=C(C=2CNCCC21)C2=NOC(=N2)C(F)(F)F 3-(4,5,6,7-tetrahydrothieno[3,2-c]pyridin-3-yl)-5-(trifluoromethyl)-1,2,4-oxadiazole hydrochloride